FC(C1=C(C=CC=C1)CN)(F)F 1-[2-(trifluoromethyl)phenyl]methanamine